benzyl (2R)-2-(5-fluoro-1H-indole-3-carbonyl)pyrrolidine-1-carboxylate FC=1C=C2C(=CNC2=CC1)C(=O)[C@@H]1N(CCC1)C(=O)OCC1=CC=CC=C1